ethylenediaminetetraacetic acid triammonium [NH4+].[NH4+].[NH4+].C(CN(CC(=O)O)CC(=O)O)N(CC(=O)O)CC(=O)O